rac-[(1R,4Z)-cyclooct-4-en-1-yl] (2,5-dioxopyrrolidin-1-yl) carbonate C(O[C@H]1CC\C=C/CCC1)(ON1C(CCC1=O)=O)=O |r|